COC(=O)C1=CSC(=C1)S 5-Mercaptothiophene-3-carboxylic acid methyl ester